4-(hydroxymethyl)cyclohexylmethanol 1-(tert-Butyl)4-ethyl-7-methyl-3-carbonylazepane-1,4-dicarboxylate C(C)(C)(C)C1N(C(CCC(C1=C=O)(C(=O)O)CC)C)C(=O)OCC1CCC(CC1)CO